trans-methyl 2-fluoro-2-((3-methoxy-5-nitrophenoxy)methyl)-cyclopropanecarboxylate F[C@]1([C@@H](C1)C(=O)OC)COC1=CC(=CC(=C1)[N+](=O)[O-])OC